N7-(6-Amino-pyrimidin-4-yl)-3,N5-dimethyl-N5-(5-oxa-spiro[3.5]non-8-yl)-3H-imidazo[4,5-b]pyridine-5,7-diamine NC1=CC(=NC=N1)NC1=C2C(=NC(=C1)N(C1CCOC3(CCC3)C1)C)N(C=N2)C